C1(=CC=CC=C1)[C@@H](N)[C@H]1CNC2=CC=CN=C2C1 (S)-phenyl-[(3R)-1,2,3,4-tetrahydro-1,5-naphthyridin-3-yl]methanamine